FC(C1=C2C=C(NC2=CC=C1)C(=O)N(C)[C@H]1COCC=2NC(C=3C=C(C=CC3C21)F)=O)F (R)-4-(difluoromethyl)-N-(8-fluoro-6-oxo-1,4,5,6-tetrahydro-2H-pyrano[3,4-c]isoquinolin-1-yl)-N-methyl-1H-indole-2-carboxamide